monoammonium phosphate salt P(=O)([O-])(O)O.[NH4+]